C(#N)C=1C=C(C=NC1)[C@H]1NOCC1 (3S)-3-(5-cyano-3-pyridyl)isoxazolidine